CN(C1=C(C(=O)O)C=CC=C1)C 2-(dimethylamino)benzoic acid